N1=C(C=NC=C1)C1CCC(CC1)=O 4-(pyrazin-2-yl)cyclohexan-1-one